1-{2-fluoro-4-[4-({[2-fluoro-5-(trifluoromethoxy)phenyl]methyl}carbamoyl)-1H-1,2,3-triazol-1-yl]butyl}-N-{[4-(trifluoromethyl)pyridin-2-yl]methyl}-1H-1,2,3-triazole-4-carboxamide FC(CN1N=NC(=C1)C(=O)NCC1=NC=CC(=C1)C(F)(F)F)CCN1N=NC(=C1)C(NCC1=C(C=CC(=C1)OC(F)(F)F)F)=O